FC1=C(C=CC=C1I)OC1=NC=C(C=O)C=C1C(F)(F)F 6-((2-fluoro-3-iodophenyl)oxy)-5-(trifluoromethyl)nicotinaldehyde